COC=O.NC=1C=NC(=C(C1)F)Br 3-amino-6-bromo-5-fluoropyridine methyl-formate